NC=1N=NC(=C(N1)N)C1=CC(=C(C=C1)OC)OC 3,5-diamino-6-(3,4-dimethoxyphenyl)-1,2,4-triazine